C12(CC(C1)C2)[C@@H](C(=O)O)NC(=O)OC(C)(C)C (S)-bicyclo[1.1.1]pentan-1-yl[(tert-butoxycarbonyl)amino]acetic acid